C(C)N1C(C(=CC=C1)NC(C1=CN=C(C=C1N1CCC2(CC2)CC1)NS(=O)(=O)CCO)=O)=O N-(1-ethyl-2-oxo-1,2-dihydropyridin-3-yl)-6-((2-hydroxyethyl)sulfonamido)-4-(6-azaspiro[2.5]octan-6-yl)nicotinamide